C1(=CC=C(C=C1)C=1N=NN(C1)C=1C=C(C(=O)O)C=CC1)C1=CC=CC=C1 3-(4-([1,1-Biphenyl]-4-yl)-1H-1,2,3-triazol-1-yl)benzoic acid